1-Isopropyl-N-(4-((4-(4-(trifluoromethyl)piperidin-1-yl)phenyl)amino)benzyl)piperidine-4-carboxamide C(C)(C)N1CCC(CC1)C(=O)NCC1=CC=C(C=C1)NC1=CC=C(C=C1)N1CCC(CC1)C(F)(F)F